trinitrotoluene CC1=C(C=C(C=C1[N+](=O)[O-])[N+](=O)[O-])[N+](=O)[O-]